OCNC(C=C)=O acrylic acid N-hydroxymethylamide